C(C)(C)(C)OC1=CC(=CC(=C1)Br)OC(C)(C)C di-tert-butyl-((5-bromo-1,3-phenylene)bis(oxygen))